5-chloro-1'-[2-({6-[(1S) or (1R)-1-hydroxyethyl]-5-(trifluoromethyl)pyridin-3-yl}oxy)ethyl]-1,2-dihydrospiro[indole-3,4'-piperidin]-2-one ClC=1C=C2C(=CC1)NC(C21CCN(CC1)CCOC=1C=NC(=C(C1)C(F)(F)F)[C@H](C)O)=O |o1:28|